2,4-dichloro-7,7-dimethyl-5,6,7,8-tetrahydroquinazoline ClC1=NC=2CC(CCC2C(=N1)Cl)(C)C